C(C)S(=O)(=O)C1=C(NC(C=C1)=NO)N1NC=2C(=CC1C)N=C(N2)C(F)(F)F 2-(3-ethylsulfonyl-6-(hydroxyimino)pyridin-2-yl)-3-methyl-6-trifluoromethyl-3H-imidazo[4,5-c]pyridazine